[Na+].C(CCCCCCCCCCCCCCCCC)(=O)N[C@@H](CCC(=O)[O-])C(=O)[O-].[Na+] N-stearoyl-L-glutamic acid sodium salt